C(C)(=O)N1N=C(CC1C=1OC=CC1)C=1C(NC2=CC=C(C=C2C1C1=CC=CC=C1)Cl)=O 3-[2-acetyl-3-(2-furyl)-3,4-dihydropyrazol-5-yl]-6-chloro-4-phenyl-1H-quinolin-2-one